25-hydroxypentacosyl eicos-13-enoate C(CCCCCCCCCCCC=CCCCCCC)(=O)OCCCCCCCCCCCCCCCCCCCCCCCCCO